(R)-N-(8,9-difluoro-6-oxo-1,4,5,6-tetrahydro-2H-pyrano[3,4-c]isoquinolin-1-yl)-N-methylindolizine-3-carboxamide FC=1C(=CC=2C3=C(NC(C2C1)=O)COC[C@@H]3N(C(=O)C3=CC=C1C=CC=CN31)C)F